(1-cyano-1-methylethyl)formamide C(#N)C(C)(C)NC=O